Bicyclo[3.1.1]hept-2-ene-2-carboxaldehyde C12C(=CCC(C1)C2)C=O